O[C@@H](CC)CN1C=NC2=C1C=C(C=C2)C(=O)[O-] 1-(((S)-oxabutan-2-yl) methyl)-1H-benzo[d]imidazole-6-carboxylate